(S)-2-(4-(6-((5-chlorothiazol-2-yl)methoxy)pyridin-2-yl)-2-fluoro-5-methylbenzyl)-1-(4,4-dimethyltetrahydrofuran-3-yl)-1H-benzo[d]imidazole-6-carboxylic acid ClC1=CN=C(S1)COC1=CC=CC(=N1)C1=CC(=C(CC2=NC3=C(N2[C@@H]2COCC2(C)C)C=C(C=C3)C(=O)O)C=C1C)F